4-[[(2S,3s,4r,5s)-3-[3,4-difluoro-2-(tridecylmethoxy)phenyl]-4,5-dimethyl-5-(trifluoromethyl)tetrahydrofuran-2-carbonyl]amino]-1-oxo-pyridin-1-ium-2-carboxamide FC=1C(=C(C=CC1F)[C@H]1[C@H](O[C@@]([C@@H]1C)(C(F)(F)F)C)C(=O)NC1=CC([N+](C=C1)=O)C(=O)N)OCCCCCCCCCCCCCC